3-[(4-quinolinylmethyl)amino]-N-[4-(trifluoromethoxy)phenyl]-2-thiophenecarboxamide C1=CC=C2C(=C1)C(=CC=N2)CNC3=C(SC=C3)C(=O)NC4=CC=C(C=C4)OC(F)(F)F